2,4-bis(4-hydroxy-4-chlorophenyl)-s-triazine OC1(CC=C(C=C1)C1=NC=NC(=N1)C1=CCC(C=C1)(O)Cl)Cl